6-(4-(1H-1,2,4-Triazol-3-yl)phenyl)-1-((1r,4r)-4-hydroxycyclohexyl)-1H-imidazo[4,5-b]pyrazin N1N=C(N=C1)C1=CC=C(C=C1)C1=CN=C2C(=N1)N(C=N2)C2CCC(CC2)O